2,2-Bis(3-amino-4-hydroxylphenyl)propane NC=1C=C(C=CC1O)C(C)(C)C1=CC(=C(C=C1)O)N